1,6-dimethyl-4-(3-methyl-1-((4-(pyrrolidin-1-yl)bicyclo[2.2.2]oct-1-yl)methyl)-6,7-dihydro-1H-pyrazolo[4,3-c]pyridin-5(4H)-yl)-1H-pyrazolo[3,4-d]pyrimidine CN1N=CC=2C1=NC(=NC2N2CC1=C(CC2)N(N=C1C)CC12CCC(CC1)(CC2)N2CCCC2)C